2,3-dimethylbutylamine CC(CN)C(C)C